CC1(OB(OC1(C)C)C1=CC=CC2=C1OC1=NC=3C=CC=CC3C=C12)C 4-(4,4,5,5-tetramethyl-1,3,2-dioxaborolan-2-yl)benzofuro[2,3-b]quinoline